Dinitrophenol Chlorophosphate P(=O)(O)(Cl)OC1=C(C(=CC=C1)[N+](=O)[O-])[N+](=O)[O-]